(2R)-4-[(2R)-3-(3,4-dihydro-1H-isoquinolin-2-yl)-2-hydroxypropyl]-2-methyl-8-[(1-methyl-4-piperidyl)oxy]-2,3-dihydro-1,4-benzoxazepin-5-one C1N(CCC2=CC=CC=C12)C[C@H](CN1C[C@H](OC2=C(C1=O)C=CC(=C2)OC2CCN(CC2)C)C)O